methyl 4-cyano-1-(1-methylcyclopropyl)-6-oxo-1,6-dihydropyridine-3-carboxylate C(#N)C=1C(=CN(C(C1)=O)C1(CC1)C)C(=O)OC